6-fluoro-1,2,3,4-tetrahydro-9-aminoacridine FC=1C=C2N=C3CCCCC3=C(C2=CC1)N